O1C(CCCC1)N1N=C(C=C1)C=O 1-tetrahydropyran-2-ylpyrazole-3-carbaldehyde